[Na+].FC(=O)[O-] fluorocarboxylic acid, sodium salt